6-bromo-2-fluoronicotinic acid BrC1=NC(=C(C(=O)O)C=C1)F